(R)-3-(3-cyano-4-fluorophenyl)-1-(8-fluoro-6-oxo-1,4,5,6-tetrahydro-2H-pyrano[3,4-c]isoquinolin-1-yl)-1-methylurea C(#N)C=1C=C(C=CC1F)NC(N(C)[C@H]1COCC=2NC(C=3C=C(C=CC3C21)F)=O)=O